CN1CCC(CC1)C(=O)C1=NC(=CC=C1)Br (6-bromo-2-pyridyl) (1-methyl-4-piperidyl) ketone